cinnamyl-4-azidocinnamyl-acetone C(C=CC1=CC=CC=C1)C(C(C)=O)CC=CC1=CC=C(C=C1)N=[N+]=[N-]